FC=1C=C(C=C(C1OC1=CC=NC2=CC(=C(C=C12)OC)OCCNC)F)NC(=O)C=1C=NC=CC1OCCC N-[3,5-difluoro-4-({6-methoxy-7-[2-(methylamino)ethoxy]quinolin-4-yl}oxy)phenyl]-4-propoxypyridine-3-carboxamide